tri(2,2'-bipyridyl) ruthenium (II) hexafluorophosphate F[P-](F)(F)(F)(F)F.[Ru+2].N1=C(C=CC=C1)C1=NC=CC=C1.N1=C(C=CC=C1)C1=NC=CC=C1.N1=C(C=CC=C1)C1=NC=CC=C1.F[P-](F)(F)(F)(F)F